CNC(C1=CC=C(C=C1)OC1=CC=C(C=C1)C(C)(C)NC(=O)NC1(CN2CCC1CC2)C)=O N-methyl-4-(4-(2-(3-(3-methyl-quinuclidin-3-yl)ureido)propan-2-yl)phenoxy)benzamide